(R)-5-(aminomethyl)-N-(1-(3-(3,6-dihydro-2H-pyran-4-yl)-5-(1-methyl-1H-pyrazol-4-yl)phenyl)ethyl)-2-methylbenzamide NCC=1C=CC(=C(C(=O)N[C@H](C)C2=CC(=CC(=C2)C=2C=NN(C2)C)C=2CCOCC2)C1)C